FC1=C(C(=O)NC=2C=NC(=CC2)OC2=C(C=C(C=C2)NC)C)C=CC=C1C(F)(F)F 2-fluoro-N-{6-[2-methyl-4-(methylamino)phenoxy]pyridin-3-yl}(trifluoromethyl)benzamide